CC1(C[C@@H]2[C@@H](CNC2)C1)NC=O N-((3aR,5s,6aS)-5-methyloctahydrocyclopenta[c]pyrrol-5-yl)formamide